N1C=CC2=CC=C(C=C12)CNC(=O)C1=NC2=CC(=C(C=C2N(C1=O)C[C@@H]([C@@H]([C@@H](CO)O)O)O)C)C N-((1H-indol-6-yl)methyl)-6,7-dimethyl-3-oxo-4-((2S,3S,4R)-2,3,4,5-tetrahydroxypentyl)-3,4-dihydroquinoxaline-2-carboxamide